C[C@@H]1[C@@H]2C([C@H](C[C@H]1NCC1=NNC(=C1)C1=CC=CC=C1)C2)(C)C (1R,2R,3R,5S)-2,6,6-trimethyl-N-((5-phenyl-1H-pyrazol-3-yl)methyl)bicyclo[3.1.1]heptan-3-amine